FC(CNC1=C(C=NC=C1)C#N)(F)F 4-[(2,2,2-trifluoroethyl)amino]pyridine-3-carbonitrile